4-(4-(2,2-dimethyl-1,4-oxazepan-4-yl)-8-fluoro-2-(((2r,7as)-2-fluorohexahydro-1H-pyrrolizin-7a-yl)methoxy)pyrido[4,3-d]pyrimidin-7-yl)-5-ethyl-6-fluoronaphthalen-2-ol CC1(OCCCN(C1)C=1C2=C(N=C(N1)OC[C@]13CCCN3C[C@@H](C1)F)C(=C(N=C2)C2=CC(=CC1=CC=C(C(=C21)CC)F)O)F)C